C(C)(C)(C)OC(=O)NNCC1=CC(=NC=C1)C1CC1 2-(2-Cyclopropylisonicotinyl)hydrazine-1-carboxylic acid tert-butyl ester